BrCC(=O)C1=C(C(=NC=C1)O[C@@H](CO)C)F (R)-2-bromo-1-(3-fluoro-2-((1-hydroxypropan-2-yl)oxy)pyridin-4-yl)ethan-1-one